2-(4-bromophenyl)-2,3-dihydroquinazolin-4(1H)-one BrC1=CC=C(C=C1)C1NC2=CC=CC=C2C(N1)=O